N-(3-(6-(2-chloro-4-((4-cyanopyridin-2-yl)oxy)phenyl)quinazolin-8-yl)phenyl)acrylamide ClC1=C(C=CC(=C1)OC1=NC=CC(=C1)C#N)C=1C=C2C=NC=NC2=C(C1)C=1C=C(C=CC1)NC(C=C)=O